C(#N)C1=CC(=C(COC2=CC=CC(=N2)OC2=CC(=C(C=C2F)CC(=O)NC2=C(C=C(C(=O)OC)C=C2NC[C@H]2OCC2)F)F)C=C1)F methyl (S)-4-(2-(4-((6-((4-cyano-2-fluorobenzyl)oxy)pyridin-2-yl)oxy)-2,5-difluoro-phenyl)acetamido)-3-fluoro-5-((oxetan-2-ylmethyl)amino)benzoate